(S)-2-((5-fluoropyrimidin-2-yl)amino)-4-((2-((6-methylpyridin-3-yl)oxy)ethyl)(4-(5,6,7,8-tetrahydro-1,8-naphthyridin-2-yl)butyl)amino)butanoic acid FC=1C=NC(=NC1)N[C@H](C(=O)O)CCN(CCCCC1=NC=2NCCCC2C=C1)CCOC=1C=NC(=CC1)C